1-(2-(7,8-dimethyl-[1,2,4]triazolo[1,5-a]pyridin-6-yl)-4-fluoro-3-isopropyl-1H-pyrrolo[2,3-c]pyridin-5-yl)-N-(tetrahydro-2H-pyran-4-yl)piperidin-4-amine CC1=C(C=2N(C=C1C1=C(C=3C(=CN=C(C3F)N3CCC(CC3)NC3CCOCC3)N1)C(C)C)N=CN2)C